Cl.NC1CC(C1)C(=O)N1C[C@@H]2N(C3=C(OCC2)C=C(C=N3)C(F)(F)F)CC1 ((1R,3R)-3-aminocyclobutyl)((R)-3-(trifluoromethyl)-6,7,7a,8,10,11-hexahydro-9H-pyrazino[1,2-d]pyrido[3,2-b][1,4]oxazepin-9-yl)methanone hydrochloride